ClC1=C(C=CC=C1C=O)NC=1C=C(C=2N(N1)C(=CN2)C(=O)N[C@H]2[C@H](C2)F)NC 6-[(2-chloro-3-formylphenyl)amino]-N-[(1R,2S)-2-fluorocyclopropyl]-8-(methylamino)imidazo[1,2-b]pyridazine-3-carboxamide